CN(C1=NC=C(C=N1)C1=C(N=C(N(C1=O)C)N1CCC(CC1)N(C)C)C1=CC(=C(C#N)C=C1)F)C 4-[2'-dimethylamino-2-(4-dimethylamino-piperidin-1-yl)-1-methyl-6-oxo-1,6-dihydro-[5,5']bipyrimidinyl-4-yl]-2-fluoro-benzonitrile